O(Cl)Cl.[Zr] zirconium oxychloride salt